C(C)(C)(C)OC(=O)N1C(=NC2=C1C(=CC=C2)CN2C(C(=CC(=C2)C(NC2CC2)=O)C(NC)=O)=O)C 7-((5-(cyclopropylcarbamoyl)-3-(methylcarbamoyl)-2-oxopyridin-1(2H)-yl)methyl)-2-methyl-1H-benzo[d]imidazole-1-carboxylic acid tert-butyl ester